5-chloro-2-(difluoromethyl)-N-((1r,4r)-4-((3-(2,3-difluorophenyl)-4-fluoro-3-hydroxy-2-oxoindolin-1-yl)methyl)cyclohexyl)nicotinamide ClC=1C=NC(=C(C(=O)NC2CCC(CC2)CN2C(C(C3=C(C=CC=C23)F)(O)C2=C(C(=CC=C2)F)F)=O)C1)C(F)F